O=S1(CC(C1)COC1=NC(=NC=C1F)NC=1C(=NN(C1)C(C#N)(C)C)C)=O 2-(4-((4-((1,1-dioxidothietan-3-yl)methoxy)-5-fluoropyrimidin-2-yl)amino)-3-methyl-1H-pyrazol-1-yl)-2-methylpropanenitrile